N-(3-(cyclobutylmethyl)-4-(4-fluorophenyl)-1-methyl-1H-pyrazol-5-yl)-2-(3,3-difluorocyclobutyl)acetamide C1(CCC1)CC1=NN(C(=C1C1=CC=C(C=C1)F)NC(CC1CC(C1)(F)F)=O)C